2-ethylbutyl N6-((benzyloxy)carbonyl)-N2-((4-nitrophenoxy)(phenoxy)phosphoryl)-L-lysinate C(C1=CC=CC=C1)OC(=O)NCCCC[C@H](NP(=O)(OC1=CC=CC=C1)OC1=CC=C(C=C1)[N+](=O)[O-])C(=O)OCC(CC)CC